N-[(2R,3R)-1-[2-[3-Cyclopropyl-5-(trifluoromethyl)pyrazol-1-yl]acetyl]-2-[2-methyl-3-(trideuteriomethoxy)phenyl]pyrrolidin-3-yl]-6-methyl-pyridazine-3-carboxamide C1(CC1)C1=NN(C(=C1)C(F)(F)F)CC(=O)N1[C@@H]([C@@H](CC1)NC(=O)C=1N=NC(=CC1)C)C1=C(C(=CC=C1)OC([2H])([2H])[2H])C